C(CCC)OCCOC(C)O (2-butoxyethoxy)ethanol